N-(2-(4-amino-3-(4-phenoxyphenyl)-1H-pyrazolo[3,4-d]pyrimidin-1-yl)ethyl)-2,3,4,5-tetrafluoro-N-methyl-6-(methylsulfonyl)benzamide NC1=C2C(=NC=N1)N(N=C2C2=CC=C(C=C2)OC2=CC=CC=C2)CCN(C(C2=C(C(=C(C(=C2S(=O)(=O)C)F)F)F)F)=O)C